C([C@@H](O)C)(=O)[O-].[Na+] Sodium (S)-lactate